2-ethoxy-3,3-dimethyl-2,3-dihydrobenzofuran-5-ol C(C)OC1OC2=C(C1(C)C)C=C(C=C2)O